CC1(CCCC1)NC(C)=O N-(1-methylcyclopentyl)acetamide